C1C(CC2=CC=CC=C12)NC1=NC=C(C=N1)C=1C(=NN(C1)CC(=O)N1CC2=C(CC1)NN=N2)OCCN2CCOCC2 2-(4-{2-[(2,3-dihydro-1H-inden-2-yl)amino]pyrimidin-5-yl}-3-[2-(morpholin-4-yl)ethoxy]-1H-pyrazol-1-yl)-1-{1H,4H,5H,6H,7H-[1,2,3]triazolo[4,5-c]pyridin-5-yl}ethan-1-one